FC1=C(C=C2CN(C(C2=C1)=O)C1C(NC(CC1)=O)=O)O[C@@H]1CN(CC1)CC=1N=CC2=CC=CC=C2C1 3-(6-Fluoro-5-(((S)-1-(isoquinolin-3-ylmethyl)pyrrolidin-3-yl)oxy)-1-oxoisoindolin-2-yl)piperidine-2,6-dione